C1CC12NCCC(C2)C2(CCC(CC2)(C(F)(F)F)O)C(=O)N [4-azaspiro[2.5]octan-7-yl]-4-hydroxy-4-(trifluoromethyl)cyclohexane-1-carboxamide